O[C@@H](C(=O)O)CCCCCCCC |r| (+-)-2-hydroxydecanoic acid